[C@@H]1(C[C@H](O)[C@@H](C)O1)N1C(=O)NC(=O)C=C1 2',5'-dideoxyuridine